CN(S(=O)(=O)C1=C(C=CC=C1)[N+](=O)[O-])C1COCC=2C1=NC=C(C2)C(F)(F)F N-methyl-2-nitro-N-(3-(trifluoromethyl)-7,8-dihydro-5H-pyrano[4,3-b]pyridin-8-yl)benzenesulfonamide